3,4-xylenol diformate C(=O)O.C(=O)O.C1(=CC(=C(C=C1)C)C)O